2-Oxoglutaric acid O=C(C(=O)O)CCC(=O)O